6-(1-(3-Chloropyridin-2-yl)-3-methoxy-1H-pyrazol-5-carboxamido)-5-methyl-N-((tetrahydro-2H-pyran-2-yl)methyl)pyrazolo[1,5-a]pyridin-7-carboxamid ClC=1C(=NC=CC1)N1N=C(C=C1C(=O)NC=1C(=CC=2N(C1C(=O)NCC1OCCCC1)N=CC2)C)OC